ClC1=NC=C(C(=C1)NC1CCC(CC1)CO)C#CC=1C=NN(C1)CC(F)(F)F ((1s,4s)-4-((2-chloro-5-((1-(2,2,2-trifluoroethyl)-1H-pyrazol-4-yl)ethynyl)pyridin-4-yl)amino)cyclohexyl)methanol